4-n-butyl-4-cyclohexene-1,2-dicarboxylic acid C(CCC)C=1CC(C(CC1)C(=O)O)C(=O)O